OC(CNS(=O)(=O)C1=CC(=C(C=C1)NC(C1=C(C=CC=C1)C)=O)C)C1CCN(CC1)C N-(4-(N-(2-hydroxyl-(1-methylpiperidin-4-yl)ethyl)sulfamoyl)-2-methylphenyl)-2-methylbenzamide